OCCN1CCN(CC1)CCCC(=O)OCC(COCCCCCC)(COCCCCCC)COCCCCCC 3-(hexyloxy)-2,2-bis((hexyloxy)methyl)propyl 4-(4-(2-hydroxyethyl)piperazin-1-yl)butanoate